(S)-N-(1-amino-3-hydroxy-2-methyl-1-oxopropan-2-yl)-2-methyl-5-((2-methyloxazol-5-yl)methoxy)benzofuran-3-carboxamide NC([C@@](CO)(C)NC(=O)C1=C(OC2=C1C=C(C=C2)OCC2=CN=C(O2)C)C)=O